1-((1H-pyrrolo[2,3-b]pyridin-6-yl)methyl)piperidin N1C=CC=2C1=NC(=CC2)CN2CCCCC2